3-(1-acetyl-1H-indol-3-yl)-8-dimethylamino-8-phenyl-1,3-diazaspiro[4.5]decan-2-one C(C)(=O)N1C=C(C2=CC=CC=C12)N1C(NC2(C1)CCC(CC2)(C2=CC=CC=C2)N(C)C)=O